1-(2-bromo-5-(bromomethyl)phenyl)-N-(2-((tert-butyldimethylsilyl)oxy)ethyl)-N-methylmethanesulfonamide BrC1=C(C=C(C=C1)CBr)CS(=O)(=O)N(C)CCO[Si](C)(C)C(C)(C)C